C1(CC1)C(C)(O)C1=C(C=CC(=N1)N1N(C(C=2C1=NC(=NC2)NC=2C=C1CCNCC1=CC2)=O)C(C)C)F 1-(6-(1-cyclopropyl-1-hydroxyethyl)-5-fluoropyridin-2-yl)-2-isopropyl-6-((1,2,3,4-tetrahydroisoquinolin-6-yl)amino)-1,2-dihydro-3H-pyrazolo[3,4-d]pyrimidin-3-one